CC(=C)C1=CC=CC=C1 α-Methyl-styren